Cl.CN(C(CN1CCN(CC1)CC1CCNCC1)=O)C N,N-dimethyl-2-[4-(piperidin-4-ylmethyl)piperazin-1-yl]acetamide HCl salt